pentane-1-sulfonyl fluoride C(CCCC)S(=O)(=O)F